CC1=C(C=C2CC3(CN(C3)C(=O)OCCCC)CC2)C=CC(=C1)C(F)(F)F Butyl 6-(2-methyl-4-(trifluoromethyl)benzylidene)-2-azaspiro[3.4]octane-2-carboxylate